CC(C(=O)N1CC2(CC1)CNC1=CC=CC=C12)(C)C 1'-(2,2-dimethylpropanoyl)-1,2-dihydrospiro[indole-3,3'-pyrrolidin]